(R)-N,N-dimethyl-1-(5-((2R,5S)-5-methylpiperidin-2-yl)benzo[d]thiazol-2-yl)propan-2-amine CN([C@@H](CC=1SC2=C(N1)C=C(C=C2)[C@@H]2NC[C@H](CC2)C)C)C